methyl (2S,3R)-2-(4-chloro-2-cyanophenyl)-3-(6-fluoro-2,3-dimethylphenyl)butanoate ClC1=CC(=C(C=C1)[C@@H](C(=O)OC)[C@@H](C)C1=C(C(=CC=C1F)C)C)C#N